tert-butyl (7S)-3-[(tert-butyldimethylsilyl)oxy]-7-chloro-7-[(1R,2R,6S,8R)-6,9,9-trimethyl-3,5-dioxa-4-boratricyclo[6.1.1.02,6]decan-4-yl]heptanoate [Si](C)(C)(C(C)(C)C)OC(CC(=O)OC(C)(C)C)CCC[C@H](B1O[C@@H]2[C@H]3C([C@@H](C[C@@]2(O1)C)C3)(C)C)Cl